NC(C(=O)O)CCCC(=O)O.C(C)(C)(C)C1=CC=CC2=C(C3=CC=CC=C3C(=C12)OC(=O)C1C(C2C(=CC1C2)C)C(=O)O)OC(=O)C2C(C1C(=CC2C1)C)C(=O)O 4-(tert-butyl)-9,10-bis[2-carboxy(3,6-methano-4-methyl-4-cyclohexenyl)]carbonyloxyanthracene 2-aminoadipate